C(C)(C)(C)OC(=O)NC=1C=C(NC=2N=CC3=C(N2)N(C(C(=C3)N3CCN(C2=C(C=CC=C32)C)C(=O)OCC3=CC=CC=C3)=O)CCOCCO)C=CC1 benzyl 4-[2-[3-(tert-butoxycarbonylamino)anilino]-8-[2-(2-hydroxyethoxy)ethyl]-7-oxo-pyrido[2,3-d]pyrimidin-6-yl]-8-methyl-2,3-dihydroquinoxaline-1-carboxylate